C1(CC1)N(C(OC(C)(C)C)=O)[C@H]1CN(CC1)C1=NC=C(C=C1)C1=C(C=C(C=C1)C=1C=NN(C1)C1OCCCC1)OCOC tert-butyl N-cyclopropyl-N-[(3R)-1-{5-[2-(methoxymethoxy)-4-[1-(oxan-2-yl)pyrazol-4-yl]phenyl]pyridin-2-yl}pyrrolidin-3-yl]carbamate